ethyl 2-amino-5-(2-fluoroethyl)oxazole-4-carboxylate NC=1OC(=C(N1)C(=O)OCC)CCF